C(CCCC)NCCCCCCN N-pentylhexane-1,6-diamine